4-[5-(6-chloro-2-oxo-4-phenyl-1H-quinolin-3-yl)-3-(1-methylindol-5-yl)-3,4-dihydropyrazol-2-yl]-4-oxo-butanoic acid ClC=1C=C2C(=C(C(NC2=CC1)=O)C=1CC(N(N1)C(CCC(=O)O)=O)C=1C=C2C=CN(C2=CC1)C)C1=CC=CC=C1